7-(imidazo[1,2-b]pyridazin-3-ylethynyl)-6-methyl-N-(3-((4-methylpiperazin-1-yl)methyl)-5-(trifluoromethyl)phenyl)benzo[d]isoxazol-3-amine N=1C=C(N2N=CC=CC21)C#CC2=C(C=CC=1C(=NOC12)NC1=CC(=CC(=C1)C(F)(F)F)CN1CCN(CC1)C)C